(2S,4R)-1-acetyl-N-[(S) or (R)-(5-cyclopropyl-6-fluoropyridin-2-yl)(1H-indazol-6-yl)methyl]-4-fluoropyrrolidine-2-carboxamide C(C)(=O)N1[C@@H](C[C@H](C1)F)C(=O)N[C@@H](C1=CC=C2C=NNC2=C1)C1=NC(=C(C=C1)C1CC1)F |o1:12|